4-(5-(cyclopropylsulfonyl)-2-((4-fluorophenyl)amino)phenyl)-2,6-lutidine 1-oxide C1(CC1)S(=O)(=O)C=1C=CC(=C(C1)C=1C=C([N+](=C(C1)C)[O-])C)NC1=CC=C(C=C1)F